tert-butyl (1-(3-(5-amino-6-((1-(1-methylpiperidin-4-yl)-1H-pyrazol-4-yl)oxy)pyrazin-2-yl)-5-methylphenyl)cyclopropyl)carbamate NC=1N=CC(=NC1OC=1C=NN(C1)C1CCN(CC1)C)C=1C=C(C=C(C1)C)C1(CC1)NC(OC(C)(C)C)=O